C(C1=CC=CC=C1)OC1C(=NC=CC1=O)C 3-(benzyloxy)-2-methyl-4-oxopyridine